FC(C=1C=NC(=NC1)N1CCN(CC1)C(=O)C1CC(C1)NC(OC(C)(C)C)=O)(F)F tert-butyl ((1R,3R)-3-(4-(5-(trifluoromethyl)pyrimidin-2-yl)piperazine-1-carbonyl)cyclobutyl)carbamate